5-(2-fluoro-4-methylphenyl)-2,3-dimethyl-7-((2S)-2-(1-methyl-1H-pyrazol-4-yl)-4-morpholinyl)pyrido[4,3-d]pyrimidin-4(3H)-one FC1=C(C=CC(=C1)C)C1=NC(=CC=2N=C(N(C(C21)=O)C)C)N2C[C@@H](OCC2)C=2C=NN(C2)C